2-(2-(3,3-difluoropyrrolidin-1-yl)-4-phenylpyridin-3-yl)-3,4,6,7-tetrahydro-5H-imidazo[4,5-c]pyridine-5-carboxylic acid tert-butyl ester C(C)(C)(C)OC(=O)N1CC2=C(CC1)N=C(N2)C=2C(=NC=CC2C2=CC=CC=C2)N2CC(CC2)(F)F